C(C1=CC=CC=C1)OC(=O)N1C[C@@H](CC[C@@H]1C)NC=1C2=C(N=CN1)NC=C2C(=O)OCC ethyl 4-(((3R,6S)-1-((benzyloxy) carbonyl)-6-methylpiperidin-3-yl) amino)-7H-pyrrolo[2,3-d]pyrimidine-5-carboxylate